3,5-bis(1-(4-isopropylphenyl)propan-2-yl)dihydro-1H,3H,5H-oxazolo[3,4-c]oxazole C(C)(C)C1=CC=C(C=C1)CC(C)C1OCC2N1C(OC2)C(CC2=CC=C(C=C2)C(C)C)C